Methyl 3-((2-((4-(4-(azetidin-1-yl)piperidin-1-yl)-3-methoxyphenyl)amino)-5-methylthieno[2,3-d]pyrimidin-4-yl)amino)benzoate N1(CCC1)C1CCN(CC1)C1=C(C=C(C=C1)NC=1N=C(C2=C(N1)SC=C2C)NC=2C=C(C(=O)OC)C=CC2)OC